tert-butyl N-[(3R)-7-[5-(dimethylcarbamoyl)-1,2,4-oxadiazol-3-yl]-8-fluoro-1,1,4-trioxo-5-[[4-(trifluoromethoxy)phenyl]methyl]-2,3-dihydro-1λ6,5-benzothiazepin-3-yl]carbamate CN(C(=O)C1=NC(=NO1)C=1C(=CC2=C(N(C([C@H](CS2(=O)=O)NC(OC(C)(C)C)=O)=O)CC2=CC=C(C=C2)OC(F)(F)F)C1)F)C